3-(difluoro-methyl)-N-[(3S)-7-fluoro-1,1,3-trimethyl-2,3-dihydro-1H-inden-4-yl]-1-methyl-1H-pyrazole-4-carboxamide FC(C1=NN(C=C1C(=O)NC1=C2[C@H](CC(C2=C(C=C1)F)(C)C)C)C)F